3-cyclopropyl-N6-(furan-3-ylmethyl)-N8-(pyridin-2-ylmethyl)-[1,2,4]triazolo[4,3-b]pyridazine-6,8-diamine C1(CC1)C1=NN=C2N1N=C(C=C2NCC2=NC=CC=C2)NCC2=COC=C2